FC(C(=O)OCCCCC)(C(C(C(F)(F)F)(F)F)(F)F)F pentyl perfluorovalerate